CC1=CC=C(C=C1)S(=O)(=O)NCC(C=1C=NN(C1)COCC[Si](C)(C)C)=O 4-methyl-N-(2-oxo-2-(1-((2-(trimethylsilyl)ethoxy)methyl)-1H-pyrazol-4-yl)ethyl)benzenesulfonamide